NC1=NC=C(C=C1C=1C=C(C(=C(C1)NS(=O)(=O)CCC)OC)F)C(=O)N1C[C@@H](CC1)O (R)-N-(5-(2-amino-5-(3-hydroxypyrrolidine-1-carbonyl)pyridin-3-yl)-3-fluoro-2-methoxyphenyl)propane-1-sulfonamide